FC(C=1C=C(N)C=CC1N1N=CC=C1)F 3-difluoromethyl-4-(1H-pyrazol-1-yl)aniline